P(=O)(OCCCCCCCCCCCCCCCCCCCCCCCCCCCC)([O-])[O-] montanyl phosphate